(biphenylyl)[(phenyl)di(tert-butyl)indolocarbazolyl]triazine C1(=C(C=CC=C1)C=1C(=NN=NC1)C1=C2C(=C(C(=C1C(C)(C)C)C(C)(C)C)C1=CC=CC=C1)N=C1C=CC3=C4C=CC=CC4=NC3=C12)C1=CC=CC=C1